ClC1=CC2=C(N=C(O2)N2CCN(CC2)CC=2C=NC(=NC2)SCC)C=C1 6-chloro-2-(4-((2-(ethylthio)pyrimidin-5-yl)methyl)piperazin-1-yl)benzo[d]oxazole